CC1N(CCC2=C(C(=CC=C12)C)OC1CCNCC1)C(=O)OC(C)(C)C tert-butyl 1,6-dimethyl-5-(piperidin-4-yloxy)-3,4-dihydroisoquinoline-2(1H)-carboxylate